(2S)-2-amino-4-cyclopropyl-butyric acid N[C@H](C(=O)O)CCC1CC1